2-(2',4'-dihydroxyphenyl)-5,6-dihydroxybenzotriazole OC1=C(C=CC(=C1)O)N1N=C2C(=N1)C=C(C(=C2)O)O